C(#C)C1=NC2=C(N1COCC[Si](C)(C)C)C=CC(=C2)C2=C(C1=C(N=CN=C1N)N2C)C2=CC(=C(C=C2)OC2=NC=CC(=N2)C)F 6-(2-ethynyl-1-((2-(trimethylsilyl)ethoxy)methyl)-1H-benzo[d]imidazol-5-yl)-5-(3-fluoro-4-((4-methylpyrimidin-2-yl)oxy)phenyl)-7-methyl-7H-pyrrolo[2,3-d]pyrimidin-4-amine